CC(C(C(=O)OCC)C1=CC(=NO1)N1CC2(C1)CC(C2)=O)C ethyl 3-methyl-2-(3-(6-oxo-2-azaspiro[3.3]heptan-2-yl)isoxazol-5-yl)butanoate